C1(CC1)C1CN(C1)[C@@H]1[C@H](CCCC1)OC=1C=C2CN(C(C2=CC1F)=O)C1C(NC(CC1)=O)=O 3-(5-(((1S,2S)-2-(3-cyclopropylazetidin-1-yl)cyclohexyl)oxy)-6-fluoro-1-oxoisoindolin-2-yl)piperidine-2,6-dione